1-cyclopentyl-7-((4-(4-methylpiperazin-1-yl)phenyl)amino)-2-oxo-1,2-dihydro-1,8-naphthyridine-3-carbonitrile C1(CCCC1)N1C(C(=CC2=CC=C(N=C12)NC1=CC=C(C=C1)N1CCN(CC1)C)C#N)=O